O=C1NCC=2N(C=CN2)C12CNC(C2)C(=O)N 6-oxo-7,8-dihydro-6H-spiro[imidazo[1,2-a]pyrazine-5,3'-pyrrolidine]-5'-carboxamide